OC1=CC=C(C=C1)N=NC=1C=C(C=CC1)CO (3-((4-hydroxyphenyl)diazenyl)phenyl)methanol